CC1=NC=C2N1[C@H](CCC2)C2=CC=C(C=C2)NC(CC=2C=NC=CC2)=O |o1:6| rel-(R)-N-(4-(3-methyl-5,6,7,8-tetrahydroimidazo[1,5-a]pyridin-5-yl)phenyl)-2-(pyridin-3-yl)acetamide